C(C(=C)C)(=O)O.C(C(=C)C)(=O)O.O(C1=C(C(C(=O)O)=CC=C1)C(=O)O)C1=C(C(C(=O)O)=CC=C1)C(=O)O oxydiphthalic acid dimethacrylate